(Z)-2-((Dimethylamino)methylene)-4-methoxy-3-oxo-N-(2,4,6-trifluorobenzyl)butanamide tert-butyl-3-methyl-6-(3-sulfamoylphenyl)-3,4-dihydro-2H-pyridine-1-carboxylate C(C)(C)(C)OC(=O)N1CC(CC=C1C1=CC(=CC=C1)S(N)(=O)=O)C.CN(C)\C=C(/C(=O)NCC1=C(C=C(C=C1F)F)F)\C(COC)=O